BrC1=C(C=C(CNC(OC(C)(C)C)=O)C=C1)Cl tert-butyl (4-bromo-3-chlorobenzyl)carbamate